bicyclo[4.3.1]decane C12CCCCC(CCC1)C2